(2r,5s)-7-benzyl-2-(tert-butyl)-4-oxo-3-oxa-1,7-diazaspiro[4.4]nonane-1-carboxylic acid benzyl ester C(C1=CC=CC=C1)OC(=O)N1[C@H](OC([C@]12CN(CC2)CC2=CC=CC=C2)=O)C(C)(C)C